butyl-4,4-bis(tert-butylperoxy)-valerate C(CCC)OC(CCC(C)(OOC(C)(C)C)OOC(C)(C)C)=O